CC1(CC(CC(C1)(C)C)N)CN 3-methyl-3-aminomethyl-5,5-dimethylcyclohexylamine